3-ethoxy-N2-(pyridin-4-ylmethyl)benzene-1,2-diamine C(C)OC1=C(C(=CC=C1)N)NCC1=CC=NC=C1